CN1C[C@@H](CCC1)NC=1C=NN(C1)C (3R)-1-methyl-N-(1-methylpyrazol-4-yl)piperidin-3-amine